3-(5-cyclopropyl-2,3',4-trifluoro-2',6'-dimethyl-[1,1'-biphenyl]-3-yl)propanoate C1(CC1)C=1C(=C(C(=C(C1)C1=C(C(=CC=C1C)F)C)F)CCC(=O)[O-])F